1,3,5-tri(bromophenyl)-pyrazine BrC1=C(C=CC=C1)N1CC(=NC(=C1)C1=C(C=CC=C1)Br)C1=C(C=CC=C1)Br